(5-amino-8-cyclopropylquinolin-6-yl)-[7-fluoro-2-(oxetan-2-yl)indazol-4-yl]methanone tert-butyl-(R)-(4-((4-(1,3-dioxolan-2-yl)butyl)sulfonyl)but-3-yn-2-yl)carbamate C(C)(C)(C)N(C(O)=O)[C@H](C)C#CS(=O)(=O)CCCCC1OCCO1.NC1=C2C=CC=NC2=C(C=C1C(=O)C=1C2=CN(N=C2C(=CC1)F)C1OCC1)C1CC1